3-(5-Methyl-3-(trifluoromethyl)-1H-pyrazol-1-yl)benzonitrile CC1=CC(=NN1C=1C=C(C#N)C=CC1)C(F)(F)F